(S)-1-(2-(pyridin-3-yl)-7,8,9,10-tetrahydro-6H-cyclohepta[b]quinolin-11-yl)pyrrolidin-3-amine hydrochloride Cl.N1=CC(=CC=C1)C=1C=C2C(=C3C(=NC2=CC1)CCCCC3)N3C[C@H](CC3)N